trimethylbenzenesulfinate CC1=C(C(=C(C=C1)S(=O)[O-])C)C